ClC1=C(C=C2C=C(NC2=C1)C(=O)N1CC=2N(CC1)N=CC2C(=O)N(C)C2(CC2)COC(F)F)F 5-(6-chloro-5-fluoro-1H-indole-2-carbonyl)-N-{1-[(difluoromethoxy)methyl]cyclopropyl}-N-methyl-4H,5H,6H,7H-pyrazolo[1,5-a]pyrazine-3-carboxamide